[2-pyrrolidin-1-yl-4-(4H-1,2,4-triazol-3-yl)phenyl]-[4-(trifluoromethyl)piperidin-1-yl]methanone N1(CCCC1)C1=C(C=CC(=C1)C1=NN=CN1)C(=O)N1CCC(CC1)C(F)(F)F